C1(CC1)C=1C(=NC(=NC1)NC1=CC(=CC=C1)C(=O)N1CCCC1)N[C@H]1[C@H]([C@@H]2C=C[C@H]1C2)C(=O)N (1S,2S,3R,4R)-3-((5-cyclopropyl-2-((3-(pyrrolidine-1-carbonyl)phenyl)amino)pyrimidin-4-yl)amino)bicyclo[2.2.1]hept-5-ene-2-carboxamide